C1(CCCCC1)[C@H](C)OC1=C(C(=O)NC2=CC(=CC=C2)S(=O)(=O)C)C=C(C(=C1)N1N=C(N(C1=O)C)CC)F 2-[(1S)-1-cyclohexylethoxy]-4-(3-ethyl-4-methyl-5-oxo-4,5-dihydro-1H-1,2,4-triazol-1-yl)-5-fluoro-N-[3-(methanesulfonyl)phenyl]benzamide